3-(imidazo[1,2-b]pyridazin-3-ylethynyl)-4-methyl-N-(4-(piperazin-1-ylmethyl)-3-(trifluoromethyl)phenyl)benzamide N=1C=C(N2N=CC=CC21)C#CC=2C=C(C(=O)NC1=CC(=C(C=C1)CN1CCNCC1)C(F)(F)F)C=CC2C